2-allyl 8-(tert-butyl) 4-ethyl 2,8-diazaspiro[4.5]decane-2,4,8-tricarboxylate C1N(CC(C12CCN(CC2)C(=O)OC(C)(C)C)C(=O)OCC)C(=O)OCC=C